C(CC)OC(CCCCCCCCC/C=C/CCO)OCCC (3E)-14,14-dipropoxy-3-tetradecene-1-ol